N-((1R,3S)-3-(5-chloro-2-cyanophenyl)cyclopentyl)-1-((R or S)-1-(4-methyl-6-((1R,5S)-2-oxo-3-azabicyclo[3.1.0]hexan-3-yl)pyridin-3-yl)ethyl)-1H-1,2,3-triazole-4-carboxamide ClC=1C=CC(=C(C1)[C@@H]1C[C@@H](CC1)NC(=O)C=1N=NN(C1)[C@H](C)C=1C=NC(=CC1C)N1C([C@@H]2C[C@@H]2C1)=O)C#N |o1:20|